N[C@H]1CN(CCC1)C(=O)C1=NN(C(=C1)C1=CC(=C(C#N)C=C1)F)C=1C=C2CCCC2=CC1 (R)-4-(3-(3-aminopiperidine-1-carbonyl)-1-(2,3-dihydro-1H-inden-5-yl)-1H-pyrazol-5-yl)-2-fluorobenzonitrile